(2E)-3-[4-amino-5-formamido-3,6-difluoro-2-(4-fluoro-1-methylindazol-7-yl)phenyl]prop-2-enoic acid-2-methylprop-2-yl ester CC(C)(C)OC(\C=C\C1=C(C(=C(C(=C1F)NC=O)N)F)C=1C=CC(=C2C=NN(C12)C)F)=O